4-(9-anthracenyl)methylene-2,6-di-tert-butyl-2,5-cyclohexadien-1-one C1=CC=CC2=CC3=CC=CC=C3C(=C12)C=C1C=C(C(C(=C1)C(C)(C)C)=O)C(C)(C)C